5-[7-[[5-[(dimethylamino)methyl]pyridin-2-yl]amino]-3-methylimidazo[4,5-b]pyridin-5-yl]oxy-4-methylpyridine-2-carbonitrile formate salt C(=O)O.CN(C)CC=1C=CC(=NC1)NC1=C2C(=NC(=C1)OC=1C(=CC(=NC1)C#N)C)N(C=N2)C